C(N)(=N)CCNC(=N)N N-(2-guanylethyl)guanidine